C(C)(=O)[O-].C[N+]1(CCCCC1)CCCC 1-Methyl-1-butylpiperidinium acetat